2-(methylsulfonyl)-4-(5-(methylsulfonyl)pyridin-3-yl)-5-(trifluoromethyl)pyrimidine CS(=O)(=O)C1=NC=C(C(=N1)C=1C=NC=C(C1)S(=O)(=O)C)C(F)(F)F